NC1=NN=C(C2=CC(=CC=C12)C=1C=CC(=C(C1)B(O)O)NC(C1=CC=CC=C1)=O)C [5-(1-amino-4-methylphthalazin-6-yl)-2-benzoylaminophenyl]boronic acid